N-(6-morpholino-2-(2-(piperidin-1-yl)ethyl)-2H-indazol-5-yl)-3-nitrobenzamide O1CCN(CC1)C=1C(=CC2=CN(N=C2C1)CCN1CCCCC1)NC(C1=CC(=CC=C1)[N+](=O)[O-])=O